(S)-3-bromo-5,7-dihydrospiro[cyclopenta[b]pyridine-6,3'-pyrrolo[2,3-b]pyridin]-2'(1'h)-one BrC=1C=C2C(=NC1)C[C@@]1(C(NC3=NC=CC=C31)=O)C2